ClC1=C(C=C(C=C1)NC(C)C=1N=NN(C1)C1=CC(=C(C(=O)N2CC(C2)C(=O)O)C=C1)C)C 1-(4-(4-(1-((4-chloro-3-methylphenyl)amino)ethyl)-1H-1,2,3-triazol-1-yl)-2-methylbenzoyl)azetidine-3-carboxylic acid